O=C1NC(C(N1)(CCC)CNC(=O)C1=NN(N=C1)C1=CC=C(C=C1)F)=O N-[(2,5-dioxo-4-propylimidazolidin-4-yl)methyl]-2-(4-fluorophenyl)-2H-1,2,3-triazole-4-carboxamide